FC(C1=CC=C(C=C1)N1C[C@@H]2N(C3=C1C=CC=N3)C[C@H](C2)O)(F)F (6aR,8S)-5-(4-(trifluoromethyl)phenyl)-5,6,6a,7,8,9-hexahydropyrido[3,2-e]pyrrolo[1,2-a]pyrazin-8-ol